lithium bis(pentafluorophenyl) borate B(OC1=C(C(=C(C(=C1F)F)F)F)F)(OC1=C(C(=C(C(=C1F)F)F)F)F)[O-].[Li+]